6-(1H-imidazol-1-yl)-N-((1r,4r)-4-(2-methoxyethoxy)cyclohexyl)-4-(thiazol-5-yl)pyridinecarboxamide N1(C=NC=C1)C1=CC(=CC(=N1)C(=O)NC1CCC(CC1)OCCOC)C1=CN=CS1